2-((6-cyclopropyl-benzo[d]oxazol-2-yl)-amino)-N-(2-methoxy-ethyl)-1-methyl-1H-benzo[d]imidazole-5-carboxamide C1(CC1)C1=CC2=C(N=C(O2)NC2=NC3=C(N2C)C=CC(=C3)C(=O)NCCOC)C=C1